C(C1=CC=CC=C1)N1N=CC2=CC(=CC=C12)NC(=O)[C@@H]1CN(CC1)C#N (S)-N-(1-benzyl-1H-indazol-5-yl)-1-cyanopyrrolidine-3-carboxamide